CN(C(=O)C1=NC=C(C=C1)B1OC(C(O1)(C)C)(C)C)C N,N-dimethyl-5-(4,4,5,5-tetramethyl-1,3,2-dioxaborolan-2-yl)pyridine-2-carboxamide